3,3-dimethyloxan-4-amine hydrochloride Cl.CC1(COCCC1N)C